3-tert-butyl 8-methyl 3-azabicyclo[3.2.1]octane-3,8-dicarboxylate C12CN(CC(CC1)C2C(=O)OC)C(=O)OC(C)(C)C